tert-butyl 7-methylidene-2-azaspiro[3.5]nonane-2-carboxylate C=C1CCC2(CN(C2)C(=O)OC(C)(C)C)CC1